ClC1=C(C(=O)NCC(N2CCC(CC2)OC2=NC(=NO2)C2=CC=CC=C2)C2=C(N=CS2)C(F)F)C(=CC=C1)F 2-Chloro-N-{2-[4-(difluoromethyl)-1,3-thiazol-5-yl]-2-{4-[(3-phenyl-1,2,4-oxadiazol-5-yl)oxy]piperidin-1-yl}ethyl}-6-fluorobenzamide